Cl.ClC=1C2=CN(N=C2C(=C(C1)C1=CC=C(C=C1)C1CCNCC1)Cl)C(C(=O)NC=1SC=CN1)C1=C2N(C=N1)C[C@@H](C2)F |r| 2-[4,7-dichloro-6-(4-piperidin-4-ylphenyl)indazol-2-yl]-2-[rac-(6R)-6-fluoro-6,7-dihydro-5H-pyrrolo[1,2-c]imidazol-1-yl]-N-(1,3-thiazol-2-yl)acetamide hydrochloride